3-[[[5-(difluoromethoxy)-1-methyl-3-(trifluoromethyl)-1H-pyrazol-4-yl]methyl]sulfonyl]-4,5-dihydro-5,5-dimethylisoxazole FC(OC1=C(C(=NN1C)C(F)(F)F)CS(=O)(=O)C1=NOC(C1)(C)C)F